(S)-3-(5-(4-((1-(4-((1S,4'R)-7'-hydroxy-2,3-dihydrospiro[indene-1,3'-isochroman]-4'-yl)phenyl)piperidin-4-yl)methyl)piperazin-1-yl)-1-oxoisoindolin-2-yl)piperidine-2,6-dione OC1=CC=C2[C@H]([C@@]3(OCC2=C1)CCC1=CC=CC=C13)C1=CC=C(C=C1)N1CCC(CC1)CN1CCN(CC1)C=1C=C3CN(C(C3=CC1)=O)[C@@H]1C(NC(CC1)=O)=O